C(CC1=CC=C(C=C1)OC1=CC=C(C=C1)O)C(=O)O desaminothyronine